C(C1=CC=CC=C1)S(=O)(=O)N1CCC(C12C=CC(CC2N2N=CC=N2)=O)=O 4-toluenesulfonyl-10-(2H-1,2,3-triazol-2-yl)-1-oxo-4-azaspiro[4.5]dec-6-en-8-one